C(C)OC=1C(C(C1)=O)=O ethoxycyclobut-3-ene-1,2-dione